N-(3-bromobenzyl)-4-(3-(pyridin-4-ylmethyl)ureido)benzenesulfonamide tert-butyl-1-hydroxy-3,6,9,12,15,18,21,24-octaoxaheptacosan-27-oate C(C)(C)(C)OC(CCOCCOCCOCCOCCOCCOCCOCCOCCO)=O.BrC=1C=C(CNS(=O)(=O)C2=CC=C(C=C2)NC(=O)NCC2=CC=NC=C2)C=CC1